N-(2-(Diisopropylamino)ethyl)-N-(2,2-difluoro-3β,7β-dihydroxy-5β-cholan-24-oyl)-3-aminotetrahydrothiophen-Dioxid C(C)(C)N(CCN(C1CS(CC1)(=O)=O)C(CC[C@@H](C)[C@H]1CC[C@H]2[C@@H]3[C@H](C[C@@H]4C[C@H](C(C[C@]4(C)[C@H]3CC[C@]12C)(F)F)O)O)=O)C(C)C